4-[2-Azatricyclo[10.4.0.04,9]hexadeca-1(16),4(9),5,7,10,12,14-heptaen-2-yl]-4-oxobutanoic acid C=12N(CC=3C=CC=CC3C=CC2=CC=CC1)C(CCC(=O)O)=O